C(C=C)(=O)N1CCC(CC1)(C#N)C1=CC=C(C=C1)[C@H](C)NC=1N=CC2=C(N1)N(C(C=C2)=O)C(C)C 1-Acryloyl-4-{4-[(1S)-1-{[7-oxo-8-(propan-2-yl)-7,8-dihydropyrido[2,3-d]pyrimidin-2-yl]amino}ethyl]phenyl}piperidin-4-carbonitril